ClC1=C2C=CC=C(C2=C(C(=C1Cl)Cl)Cl)NCC1=CC=C(CO)C=C1 4-(((5,6,7,8-tetrachloronaphthalene-1-yl)amino)methyl)benzyl alcohol